1,5-diazabicyclo(4.4.0)decene N12C=CCNC2CCCC1